(4Z)-4-(1,3-Benzothiazol-6-ylmethylene)-2-[[(1S)-2-hydroxy-1-phenyl-ethyl]amino]-1H-imidazol-5-one S1C=NC2=C1C=C(C=C2)\C=C\2/N=C(NC2=O)N[C@H](CO)C2=CC=CC=C2